(azetidin-3-ylmethyl)-1-(3-{4-chloro-3-ethyl-1H-pyrrolo[2,3-b]pyridin-3-yl}phenyl)piperazin-2-one N1CC(C1)CC1C(N(CCN1)C1=CC(=CC=C1)C1(CNC2=NC=CC(=C21)Cl)CC)=O